C1(CCCC1)NC1=CC(=C2C(NC(=NC2=C1)CSC1CCN(CC1)CC(=O)NCCCCCCC(=O)OCC)=O)F Ethyl 7-[[2-[4-[[7-(cyclopentylamino)-5-fluoro-4-oxo-3H-quinazolin-2-yl]methylsulfanyl]-1-piperidyl] acetyl] amino]heptanoate